N-(2-(5-(difluoromethyl)-3-(3-(1-(o-tolyl)cyclopropyl)-1,2,4-oxadiazol-5-yl)-1H-pyrazol-1-yl)ethyl)acetamide FC(C1=CC(=NN1CCNC(C)=O)C1=NC(=NO1)C1(CC1)C1=C(C=CC=C1)C)F